C1(CCCC1)C1=C(C(NC(=N1)C1=CN=CN1C)=O)I 6-cyclopentyl-5-iodo-2-(1-methyl-1H-imidazol-5-yl)-4(3H)-pyrimidinone